COC1=CC=C(C=N1)C=1SC=C(N1)C(=O)N (6-methoxypyridin-3-yl)thiazole-4-carboxamide